N-[2-(diisopropylamino)ethyl]-4-(thieno[3,2-c]pyridin-4-yl)benzamide dihydrochloride Cl.Cl.C(C)(C)N(CCNC(C1=CC=C(C=C1)C1=NC=CC2=C1C=CS2)=O)C(C)C